C(CCCCCC=CC=CCC)OC(C(=C)F)=O dodecane-7,9-dien-1-yl-2-fluoroacrylate